[S-2].[Zn+2].[Pb+2].[Cu+2].[S-2].[S-2] copper lead-zinc sulfide